BrC1=C(C=NN(C1=O)C)N[C@@H]1C[C@@H](CN(C1)C)C1=CC=C(C(=O)N2CCN(CC2)C2CCN(CC2)C2=CC(=C(C=C2)C2C(NC(CC2)=O)=O)C)C=C1 3-[4-[4-[4-[4-[(3R,5R)-5-[(5-bromo-1-methyl-6-oxo-pyridazin-4-yl)amino]-1-methyl-3-piperidyl]benzoyl]piperazin-1-yl]-1-piperidyl]-2-methyl-phenyl]piperidine-2,6-dione